FC1=CC(=C(C=C1C=1C=NC(=NC1)N1[C@@H](COCC1)C)NC(=O)C1=CNC(C=C1C(F)(F)F)=O)N1C[C@H](N([C@H](C1)C)C)C |r| N-[4-fluoro-5-[2-[rac-(3R)-3-methylmorpholin-4-yl]pyrimidin-5-yl]-2-[rac-(3R,5S)-3,4,5-trimethylpiperazin-1-yl]phenyl]-6-oxo-4-(trifluoromethyl)-1H-pyridine-3-carboxamide